FC(C1=NC=CC(=C1)C1=NC(=CC(=C1)C=1C=C(C=CC1C)NC(=O)N1C[C@@H](CC1)CC(F)(F)F)N1CCOCC1)F (3S)-N-[3-[2'-(difluoromethyl)-6-(morpholin-4-yl)-[2,4'-bipyridin]-4-yl]-4-methylphenyl]-3-(2,2,2-trifluoroethyl)pyrrolidine-1-carboxamide